CC1(CC(C(N1)=O)CNNC(OCC1=CC=CC=C1)=O)C benzyl N-[(5,5-dimethyl-2-oxo-pyrrolidin-3-yl)methylamino]carbamate